C(=CCCCC)P(O)(=O)CCC hexenyl-propyl-phosphinic acid